O=C1NC(CCC1N1C(C2=CC=C(C=C2C=N1)CNC(OC(C)(C)C)=O)=O)=O tert-butyl (2-(2,6-dioxopiperidin-3-yl)-1-oxo-1,2-dihydrophthalazin-6-yl)methylcarbamate